[(Z)-[amino-[5-(1-cyanocyclopropyl)-3-[(S)-ethylsulfinyl]-2-pyridyl]methylene]amino] 4-nitrobenzenesulfonate [N+](=O)([O-])C1=CC=C(C=C1)S(=O)(=O)O\N=C(\C1=NC=C(C=C1[S@@](=O)CC)C1(CC1)C#N)/N